C(C)[C@@H]1CC2[C@@H]3C1N(CCC1=C3NC3=CC=C(C=C13)O)C2 (3R,4S,11bR)-3-ethyl-1,2,3,3a,5,6,11,11b-octahydro-1,4-methanocyclopenta[2,3]azepino[4,5-b]indol-8-ol